2-(3,6-dihydro-2H-pyran-4-yl)-4-methylthiazole-5-carboxylic acid O1CCC(=CC1)C=1SC(=C(N1)C)C(=O)O